CC(C(=O)N[C@@H](CC(NCCC1=CC=CC=C1)=O)C1=CC=CC=C1)(CC)C (S)-2,2-dimethyl-N-(3-oxo-3-(phenethylamino)-1-phenylpropyl)butanamide